ClC1=NC(=NC(=C1C(F)(F)F)C1=C(C(=CC=C1C)C(F)(F)F)C)NS(=O)(=O)C=1C=C(C(=O)OC)C=CC1 methyl 3-[[4-chloro-6-[2,6-dimethyl-3-(trifluoromethyl)phenyl]-5-(trifluoromethyl)pyrimidin-2-yl]sulfamoyl]benzoate